NC=1C2=C(N=CN1)N(C=C2C2=CC(=C(C=C2)NC(=O)NC2=CC(=C(C=C2)CN2CCN(CC2)C)Cl)F)C2CC2 1-(4-(4-amino-7-cyclopropyl-7H-pyrrolo[2,3-d]pyrimidin-5-yl)-2-fluorophenyl)-3-(3-chloro-4-((4-methylpiperazin-1-yl)methyl)phenyl)urea